(2,4-difluorophenyl)ethan-1-d-1-ol FC1=C(C=CC(=C1)F)C(C)(O)[2H]